pyruvic acid-14C [14C](C(=O)C)(=O)O